(2-(4-((tert-butoxycarbonyl) amino) piperidin-1-yl)-6-(4-cyano-3-fluorophenyl) pyridin-4-yl) heptanoate C(CCCCCC)(=O)OC1=CC(=NC(=C1)C1=CC(=C(C=C1)C#N)F)N1CCC(CC1)NC(=O)OC(C)(C)C